allyl-1-phenylethyl-amide C(C=C)[N-]C(C)C1=CC=CC=C1